(2-chloro-3-(2-hydroxyethoxy)phenyl)-6-(4-ethyl-3-(hydroxymethyl)-5-oxo-4,5-dihydro-1H-1,2,4-triazol-1-yl)-7-fluoro-4-(prop-1-en-2-yl)isoquinolin-1(2H)-one ClC1=C(C=CC=C1OCCO)N1C(C2=CC(=C(C=C2C(=C1)C(=C)C)N1N=C(N(C1=O)CC)CO)F)=O